tert-butyl 3-[2-[2-[2-[2-[2-[2-[2-[2-[2-(2-oxoethoxy) ethoxy]ethoxy]ethoxy]ethoxy]ethoxy]ethoxy]ethoxy]ethoxy]ethoxy]propanoate O=CCOCCOCCOCCOCCOCCOCCOCCOCCOCCOCCC(=O)OC(C)(C)C